2-(4-acetylbenzyl)cyclopentanone C(C)(=O)C1=CC=C(CC2C(CCC2)=O)C=C1